ClC=1C(=CC(=NC1)N1CCC(CC1)C1OCCO1)NC1=CC=2C3=C(C(N(C2C=C1F)C)=O)OCC([C@@H](N3)C3CC3)(F)F (2S)-10-[[5-chloro-2-[4-(1,3-dioxolan-2-yl)-1-piperidyl]-4-pyridyl]amino]-2-cyclopropyl-3,3,9-trifluoro-7-methyl-2,4-dihydro-1H-[1,4]oxazepino[2,3-c]quinolin-6-one